(E)-cyclooct-4-enyl 2,5-dioxo-1-pyrrolidinyl carbonate C(OC1CC\C=C\CCC1)(ON1C(CCC1=O)=O)=O